C1=CC(=C(N=C1)NN)C(=O)N hydrazinonicotinamide